3-((4-(1-(4-(2,4-dioxotetrahydropyrimidin-1(2H)-yl)benzyl)piperidin-4-yl)phenyl)amino)-5-(piperidin-1-yl)pyrazine-2-carboxamide O=C1N(CCC(N1)=O)C1=CC=C(CN2CCC(CC2)C2=CC=C(C=C2)NC=2C(=NC=C(N2)N2CCCCC2)C(=O)N)C=C1